C(C)(=O)NC1=C(C=CC(=C1C)C)NC1=NC(=NC=C1Cl)NC=1C(=CC(=C(C1)NC(C=C)=O)N(C)CCN(C)C)OC N-(5-((4-((2-acetamido-3,4-dimethylphenyl)amino)-5-chloropyrimidin-2-yl)amino)-2-((2-(dimethylamino)ethyl)(methyl)amino)-4-methoxyphenyl)acrylamide